4-(benzyloxy)-6-fluoroindole-2-carboxylic acid ethyl ester C(C)OC(=O)C=1NC2=CC(=CC(=C2C1)OCC1=CC=CC=C1)F